6-(4-ethoxyphenyl)-8-nitro-3-(1H-tetrazol-5-yl)-2H-chromen-2-one C(C)OC1=CC=C(C=C1)C=1C=C2C=C(C(OC2=C(C1)[N+](=O)[O-])=O)C1=NN=NN1